FC(C(=O)O)(F)F.FC1=C(C=C(C=C1C)NC1=NC=C(C(=N1)NC=1C=CC2=C(N(C(O2)=O)C)C1)C)OC 5-(2-(4-fluoro-3-methoxy-5-methylphenylamino)-5-methylpyrimidin-4-ylamino)-3-methylbenzo[d]oxazol-2(3H)-one trifluoroacetate salt